[N+](=O)([O-])C(=O)O.NN Hydrazine Nitroformate